COC1=C(C=C2C(=NC(=NC2=C1)C)N[C@H](C)C=1C(=C(C#N)C=CC1)C)N1CCC(CC1)N1C(CCC1)=O (R)-3-(1-((7-methoxy-2-methyl-6-(4-(2-oxopyrrolidin-1-yl)piperidin-1-yl)quinazolin-4-yl)amino)ethyl)-2-methyl-benzonitrile